4-(2-acryloyl-2,6-diazaspiro[3.4]octan-6-yl)-6-(5-methyl-1H-indazol-4-yl)-2-(2-oxopyrrolidin-1-yl)pyrimidine-5-carbonitrile C(C=C)(=O)N1CC2(C1)CN(CC2)C2=NC(=NC(=C2C#N)C2=C1C=NNC1=CC=C2C)N2C(CCC2)=O